cyclohexanecarboxylic acid, glycidyl ester C1(CCCCC1)C(=O)OCC1CO1